C(C)(=O)[O-].C(CCCCCC)[N+]1=C(C=CC=C1)CC 1-Heptyl-2-ethylpyridinium acetat